FC1=C(COC2=CC=CC(=N2)C2CCN(CC2)CC2=NC3=C(N2C[C@H]2OCC2)C=C(C=C3)C(=O)OC)C=CC(=C1)C(N(C)OC)=O methyl (S)-2-((4-(6-((2-fluoro-4-(methoxy(methyl)carbamoyl)benzyl)oxy)pyridin-2-yl)piperidin-1-yl)methyl)-1-(oxetan-2-ylmethyl)-1H-benzo[d]imidazole-6-carboxylate